Cl.O=C1NC(CCC1OC1=CC=C(C=C1)C1CCN(CC1)CC(=O)O)=O 2-[4-[4-[(2,6-Dioxo-3-piperidyl)oxy]phenyl]-1-piperidyl]acetic acid hydrochloride